C1(CC1)S(=O)(=O)N1CC(CCC1)C1=CC=C2C=C(C(=C(C2=C1)F)N1CC(NS1(=O)=O)=O)O 5-{7-[1-(cyclopropanesulfonyl)piperidin-3-yl]-1-fluoro-3-hydroxynaphthalen-2-yl}-1λ6,2,5-thiadiazolidine-1,1,3-trione